methyl 4-amino-1-(4-(1-hydroxyethyl)phenyl)-2-oxo-7-cyclopropyl-1,2-dihydroquinoline-3-carboxylate NC1=C(C(N(C2=CC(=CC=C12)C1CC1)C1=CC=C(C=C1)C(C)O)=O)C(=O)OC